O=C(OC)CCOCCOCCOCCOCCOCCOCCC(=O)O 3-oxo-2,6,9,12,15,18,21-heptaoxatetracosan-24-oic acid